2-(2-chloro-5-fluorophenyl)-4-[[phenylmethylsulfonyl]oxy]-5-amino-3(2H)-furanone ClC1=C(C=C(C=C1)F)C1OC(=C(C1=O)OS(=O)(=O)CC1=CC=CC=C1)N